CC1=CC(C2=CN3C(=NC2=C1)C(=CC=C3)C(=O)O)=O 3-methyl-l-1-oxo-pyrido[2,1-b]quinazoline-6-carboxylic acid